N-[5-(1,3-oxazol-5-yl)-2-propan-2-yl-[1,2,4]triazolo[1,5-c]pyrimidin-7-yl]acetamide O1C=NC=C1C1=NC(=CC=2N1N=C(N2)C(C)C)NC(C)=O